4-((1H-pyrrol-2-yl)methyl)-N-(3-bromo-5-(methylsulfonamido)phenyl)thiophene-2-carboxamide N1C(=CC=C1)CC=1C=C(SC1)C(=O)NC1=CC(=CC(=C1)NS(=O)(=O)C)Br